7-chloroquinoline-4-sulfonyl fluoride ClC1=CC=C2C(=CC=NC2=C1)S(=O)(=O)F